C(=O)(O)C(CC(=O)O)N(C(CC(C(=O)[O-])S(=O)(=O)O)=O)CCCCCCCCCCCCCCCCCC.[Na+].[Na+].[Na+].[Na+].FC1=C(C=CC=C1C1OC2=C(C1)C=C(C=C2)C(F)(F)F)C2=NOC(N2)=O.C(=O)(O)C(CC(=O)O)N(C(CC(C(=O)[O-])S(=O)(=O)O)=O)CCCCCCCCCCCCCCCCCC.C(=O)(O)C(CC(=O)O)N(C(CC(C(=O)[O-])S(=O)(=O)O)=O)CCCCCCCCCCCCCCCCCC.C(=O)(O)C(CC(=O)O)N(C(CC(C(=O)[O-])S(=O)(=O)O)=O)CCCCCCCCCCCCCCCCCC 3-(2-fluoro-3-(5-(trifluoromethyl)-2,3-dihydrobenzofuran-2-yl)phenyl)-1,2,4-oxadiazol-5(4H)-one tetrasodium N-(1,2-dicarboxyethyl)-N-octadecylsulfosuccinamate